C(C)(C)(C)OC(=O)N1CCC(CC1)C(O)C=1SC(=CC1)C(=C)OCC.C(C)OC(=C)C1=CC=C(S1)C(C1CCN(CC1)C(=O)OC(C)(C)C)O tert-butyl 4-((5-(1-ethoxyvinyl)thiophen-2-yl)(hydroxy)methyl)piperidine-1-carboxylate tert-butyl-4-((5-(1-ethoxyvinyl)thiophen-2-yl)(hydroxy)methyl)piperidine-1-carboxylate